COC1N(C(=NN1C2=CC=CC=C2)C3=CC=CC=C3)C4=CC=CC=C4 5-methoxy-1,3,4-triphenyl-4,5-dihydro-1H-1,2,4-triazolin